(1S,3S)-3-((6-(5-(((5-fluoro-4-(isopropylamino)pyrimidin-2-yl)amino)methyl)-1-methyl-1H-1,2,3-triazol-4-yl)-2-methylpyridin-3-yl)oxy)cyclohexane-1-carboxylic acid FC=1C(=NC(=NC1)NCC1=C(N=NN1C)C1=CC=C(C(=N1)C)O[C@@H]1C[C@H](CCC1)C(=O)O)NC(C)C